1-((2-methyl-2H-tetrazol-5-yl)(phenyl)methyl)piperazine CN1N=C(N=N1)C(N1CCNCC1)C1=CC=CC=C1